Cl.NC1CC(C1)(O)C 3-amino-1-methylcyclobutanol HCl salt